C(C)(C)(C)OC(=O)N1CC2(C1)CN(C2)C=2C=NC(=CC2)NC2=NC1=C(C=CC=C1C=N2)Br 6-(6-((8-bromoquinazolin-2-yl)amino)pyridin-3-yl)-2,6-diazaspiro[3.3]heptane-2-carboxylic acid tert-butyl ester